BrC1=CC=C(C(=O)[C@@](C(=O)O)(O)[C@@H](O)C(=O)O)C=C1 p-bromobenzoyl-L-tartaric acid